trimethyl-cyclohexyl-phosphorus bromide CP(C1CCCCC1)(C)(C)Br